CN(C)CC1=CNC2=CC=CC=C12 3-(dimethylaminomethyl)indole